pentadecylammonium bromide [Br-].C(CCCCCCCCCCCCCC)[NH3+]